OCC1=NC=2C(=C3C(=NC2)C=CO3)N1[C@H]1CC[C@@H](OC1)CC#N 2-[(2r,5s)-5-[2-(hydroxymethyl)furo[3,2-b]imidazo[4,5-d]pyridin-1-yl]tetrahydropyran-2-yl]acetonitrile